C(C)C=1C=CC=C2C(=NN(C12)C=1C=CC(=NC1)N1CC2C(C2C1)C(=O)OC)C=1C2=CN(N=C2C=CC1)C methyl 3-(5-{7-ethyl-2'-methyl-1H,2'H-[3,4'-biindazol]-1-yl}pyridin-2-yl)-3-azabicyclo[3.1.0]hexane-6-carboxylate